8-(3,4-difluorobenzyl)pyrido[2,3-d]pyrimidin-7(8H)-one FC=1C=C(CN2C(C=CC3=C2N=CN=C3)=O)C=CC1F